ClC=1C=CC(=C(C1)NC1=NC=C(C(=N1)NC1=C2CCNC(C2=CC=C1)=O)C(=O)N)OC 2-[(5-chloro-2-methoxyphenyl)amino]-4-[(1-oxo-1,2,3,4-tetrahydroisoquinolin-5-yl)amino]pyrimidine-5-carboxamide